C(COCCOCCSC(CC(C)=O)(C)C)SC(CC(C)=O)(C)C 4,4'-(3,6-dioxaoctane-1,8-diylbis(sulfanediyl))bis(4-methylpentan-2-one)